C(CCC)C1C(=NN(C1(C(=O)NCCCOC)C)C1=C(C=C(C=C1)Cl)C)C1=CC=C(C=C1)F 4-butyl-1-(4-chloro-2-methylphenyl)-3-(4-fluorophenyl)-N-(3-methoxypropyl)-5-methyl-4,5-dihydro-1H-pyrazole-5-carboxamide